OC(=O)C1=CC=C(C(C)C)C=C1 (+)-cuminic acid